N[C@@H](CC(=O)O)C(=O)NCCO[C@H]1[C@@H](O)[C@H](O)[C@H](O)[C@@H](O1)C (S)-3-amino-4-({2-[(α-L-fucopyranosyl)oxy]ethyl}amino)-4-oxobutanoic acid